(E)-deca-5-ene-1-ol C(CCC\C=C\CCCC)O